N(=[N+]=[N-])\C(\C(=O)OCC)=C/C=1C(=NC=CC1)OC ethyl (Z)-2-azido-3-(2-methoxypyridin-3-yl)acrylate